C1(CC1)[C@H]1C[C@H](N(CC1)CC1=C2C=CN(C2=C(C=C1OS(=O)(=O)C(F)(F)F)C)C(=O)OC(C)(C)C)C1=CC=C(C=C1)C(=O)OC Tert-butyl 4-(((2S,4R)-4-cyclopropyl-2-(4-(methoxycarbonyl)phenyl) piperidin-1-yl)methyl)-7-methyl-5-(((trifluoromethyl)sulfonyl)oxy)-1H-indole-1-carboxylate